5-((5-(4-(((1R,3S)-3-Aminocyclopentyl)oxy)-6-cyclopropyl-2-methoxypyridin-3-yl)-1H-pyrazol-3-yl)amino)picolinonitrile N[C@@H]1C[C@@H](CC1)OC1=C(C(=NC(=C1)C1CC1)OC)C1=CC(=NN1)NC=1C=CC(=NC1)C#N